COC(=O)C=1C=C2NC(C=3N(C2=CC1)N=CC3F)=O.OCC=3C(=C(C=C(C3)C)CC(=O)N)O 3-hydroxymethyl-2-hydroxy-5-methylphenyl-acetamide methyl-3-fluoro-4-oxo-4,5-dihydropyrazolo[1,5-a]quinoxaline-7-carboxylate